COC1C[C@@H]([C@@H](O1)C(OCCCC)(OCCCC)OCCCC)O (2R,3S)-5-methoxy-2-((tributoxy)methyl)tetrahydrofuran-3-ol